CCCCCCCCCC/C=C\CCCCCCCCCC(=O)OC[C@H](COP(=O)([O-])OCC[N+](C)(C)C)OC(=O)CCCCCCC/C=C\C/C=C\C/C=C\CC 1-(11Z-docosenoyl)-2-(9Z,12Z,15Z-octadecatrienoyl)-glycero-3-phosphocholine